ClC1=CC=C(C=C1)N1C(N(C(C1=O)CCC(=O)NC=1C=C(C(=O)NO)C=CC1)CC1=CC=C(C=C1)C)=O 3-(3-(1-(4-chlorophenyl)-3-(4-methylbenzyl)-2,5-dioxoimidazolin-4-yl)propanamido)-N-hydroxybenzamide